6-bromo-2-((tert-butoxycarbonyl)amino)-5,5-dimethoxy-hex-2-enoic acid methyl ester COC(C(=CCC(CBr)(OC)OC)NC(=O)OC(C)(C)C)=O